N-(4-chloro-2-methoxy-pyrimidin-5-yl)-2-((4-fluoro-2-methylphenyl)-amino)-5-(trifluoromethyl)-benzamide ClC1=NC(=NC=C1NC(C1=C(C=CC(=C1)C(F)(F)F)NC1=C(C=C(C=C1)F)C)=O)OC